CC1(OCC(O1)CN1C(=NC=2C(=NC=3C=C(C=CC3C21)C2=CC=C(C=C2)CO)N)COCC)C 1-[(2,2-dimethyl-1,3-dioxolan-4-yl)methyl]-2-(ethoxymethyl)-7-(4-hydroxymethylphenyl)-1H-imidazo[4,5-c]quinolin-4-amine